ClC=1C=C2C(=CC1)NC[C@@]21[C@@H](N[C@H]([C@@H]1C1=C(C=CC=C1)Cl)C(=O)NC1=C(C(=O)[O-])C=CC=C1OC)CC(C)(C)C ((2'S,3S,4'S,5'R)-5-chloro-4'-(2-chlorophenyl)-2'-neopentyl spiro[indoline-3,3'-pyrrolidine]-5'-carboxamido)-3-methoxybenzoate